4-[5-(aminomethyl)pyrimidin-2-yl]-3-[1-(cyclopropylmethyl)pyrazole-4-carbonyl]benzonitrile NCC=1C=NC(=NC1)C1=C(C=C(C#N)C=C1)C(=O)C=1C=NN(C1)CC1CC1